[N-]1C=NC=C1.[CH4+]CCCCCC=CCCC undec-7-enium imidazolate